1-methyl-1H-indazol-6-amin CN1N=CC2=CC=C(C=C12)N